trans-5-hydroxy-1,3-oxathiolane-2-carboxylic acid menthyl ester C1(CC(C(CC1)C(C)C)OC(=O)[C@@H]1O[C@H](CS1)O)C